ClC1=CC=C(C=N1)CNCC=1C=CC(=C(C#N)C1)F 5-({[(6-chloropyridin-3-yl)methyl]amino}methyl)-2-fluorobenzonitrile